(1R,4R)-4-[6-(2-hydroxypropyl)-5-[6-(trifluoromethyl)pyridine-2-amido]indazol-2-yl]cyclohexane-1-carboxylic acid OC(CC=1C(=CC2=CN(N=C2C1)C1CCC(CC1)C(=O)O)NC(=O)C1=NC(=CC=C1)C(F)(F)F)C